lithium 2-chlorophenoxide ClC1=C([O-])C=CC=C1.[Li+]